C(C1=CC=CC=C1)OC1=CC=C2CCCC(C2=C1)(N[S@@](=O)C(C)(C)C)CC(=O)OCC ethyl 2-[7-benzyloxy-1-[[(S)-tert-butylsulfinyl]amino]tetralin-1-yl]acetate